butylene glycol, sodium salt [Na].C(CCCO)O